(R)-tert-butyl 3-benzyl-4-((S)-4-benzyl-2-oxooxazolidin-3-yl)-4-oxobutanoate C(C1=CC=CC=C1)[C@H](CC(=O)OC(C)(C)C)C(=O)N1C(OC[C@@H]1CC1=CC=CC=C1)=O